(Z)-2-cyano-3-(3,4-dihydroxy-5-nitrophenyl)-N-ethyl-3-hydroxyacrylamide C(#N)/C(/C(=O)NCC)=C(/O)\C1=CC(=C(C(=C1)[N+](=O)[O-])O)O